N,N'-Bis(trimethylsilyl)-1,8-diaminonaphthalene C[Si](NC1=CC=CC2=CC=CC(=C12)N[Si](C)(C)C)(C)C